(R)-N-[(1E)-(3-Bromophenyl)methylidene]-2-methylpropane-2-sulfinamide BrC=1C=C(C=CC1)\C=N\[S@](=O)C(C)(C)C